tert-butyl ((5-bromo-3-fluoro-2-methoxypyridin-4-yl)methyl)carbamate BrC=1C(=C(C(=NC1)OC)F)CNC(OC(C)(C)C)=O